CN1N=NN=C1C(C1=CC=CC=C1)=NOCC1=CC=CC(=N1)NC(O)=O.FC1(CCC(CC1)C(=O)NC=1N=CC2=CC=C(C=C2C1)C=1SC(=NN1)C)F 4,4-difluoro-N-(6-(5-methyl-1,3,4-thiadiazol-2-yl)isoquinolin-3-yl)cyclohexane-1-carboxamide N-[6-[[[[(1-methyl-1H-tetrazol-5-yl)phenylmethylene]amino]oxy]methyl]-2-pyridinyl]carbamate